P(O)(=O)(OP(=O)(O)OP(=O)(O)O)OC[C@@H]1[C@H]([C@H]([C@@H](O1)C1=CNC(=O)NC1=O)O)O pseudouridine 5'-triphosphate